1-(3-(2-(3-Methoxy-phenylamino)-5-trifluoromethyl-pyrimidin-4-ylamino)-cyclohexyl)-3-methyl-but-2-en-1-one COC=1C=C(C=CC1)NC1=NC=C(C(=N1)NC1CC(CCC1)C(C=C(C)C)=O)C(F)(F)F